(1R,2S,5S)-3-(diphenylcarbamoyl)-8-((S)-2-phenylpyrrolidine-1-carbonyl)-3,8-diazabicyclo[3.2.1]octane-2-carboxylic acid C1(=CC=CC=C1)N(C(=O)N1[C@@H]([C@H]2CC[C@@H](C1)N2C(=O)N2[C@@H](CCC2)C2=CC=CC=C2)C(=O)O)C2=CC=CC=C2